C(C)(=O)O.C(CCC)N1CN(C=C1)C 1-butyl-3-methylimidazole acetate salt